[Br-].C(C1=CC=CC=C1)[N+](CC)(CCCl)CCCl benzyl-di(2-Chloroethyl)ethylammonium Bromide